C(=O)(O)CCCCCN(C=1C=C2[O+]=C3C=C(CC(C3=CC2=CC1)(C)C)N(C1=CC=C(C=C1)S(=O)(=O)[O-])C)CCCS(=O)(=O)[O-] 4-[[6-[5-Carboxypentyl(3-sulfonatopropyl)amino]-1,1-dimethyl-2H-xanthen-10-ium-3-yl]-methyl-amino]benzensulfonat